(S)-6-(4-amino-6-methylpyrimidin-2-yl)-7-fluoro-2-(4-((6-oxo-5-(trifluoromethyl)-1,6-dihydropyridazin-4-yl)amino)pentyl)isoquinolin-1(2H)-one NC1=NC(=NC(=C1)C)C=1C=C2C=CN(C(C2=CC1F)=O)CCC[C@H](C)NC=1C=NNC(C1C(F)(F)F)=O